CC=1OC(=NN1)C(=O)N1C(C2=C(CC1)NC=N2)C2=NN1C(C=CC(=C1)C)=C2 2-methyl-5-[4-{6-methylpyrazolo[1,5-a]pyridin-2-yl}-1H,4H,5H,6H,7H-imidazo[4,5-c]pyridine-5-carbonyl]-1,3,4-oxadiazole